2-[1-(4-fluoro-3-methoxyphenyl)-1H-pyrazol-3-yl]acetic acid FC1=C(C=C(C=C1)N1N=C(C=C1)CC(=O)O)OC